BrC1=CC(=C(C(=O)OC)C=C1S(NC=1C=NC(=CC1)N1C[C@H](C[C@@H](C1)C)C)(=O)=O)F Methyl 4-bromo-5-(N-(6-((trans)-3,5-dimethylpiperidin-1-yl)pyridin-3-yl)sulfamoyl)-2-fluorobenzoate